O=C1NC=C(C(N1)=O)C=1C=C(C=2N(N1)C=CN2)N2CC(CC2)C2=CC=C(C(=O)OC)C=C2 Methyl 4-(1-(6-(2,4-dioxo-1,2,3,4-tetrahydropyrimidin-5-yl)imidazo[1,2-b]pyridazin-8-yl)pyrrolidin-3-yl)benzoate